FC1=NC=CC=C1OC1=CC(=NC=C1)C(=O)N[C@@H]1C(N(C2=C(OC1)C=CC(=C2)C#CC2CCN(CC2)C(=O)OC(C)(C)C)C)=O tert-butyl (S)-4-((3-(4-((2-fluoropyridin-3-yl)oxy)picolinamido)-5-methyl-4-oxo-2,3,4,5-tetrahydrobenzo[b][1,4]oxazepin-7-yl)ethynyl)piperidine-1-carboxylate